N-(4-amino-1H-pyrazolo[4,3-c]pyridin-7-yl)-2-[2-[3-[ethyl(methyl)amino]phenyl]-1-piperidyl]-2-oxo-acetamide NC1=NC=C(C2=C1C=NN2)NC(C(=O)N2C(CCCC2)C2=CC(=CC=C2)N(C)CC)=O